benzofuran-7-carbonitrile hydrochloride Cl.O1C=CC2=C1C(=CC=C2)C#N